1,3-bis(4-aminophenyl)-1,1,3,3-tetramethyldisiloxane NC1=CC=C(C=C1)[Si](O[Si](C)(C)C1=CC=C(C=C1)N)(C)C